N-(5-(2,6-Difluoro-4-methoxyphenyl)-2-(3-(2-hydroxyethoxy)-6-(trifluoromethyl)pyridin-2-yl)-1-methyl-3-oxo-2,3-dihydro-1H-pyrazol-4-yl)-4-(difluoromethoxy)benzamide FC1=C(C(=CC(=C1)OC)F)C1=C(C(N(N1C)C1=NC(=CC=C1OCCO)C(F)(F)F)=O)NC(C1=CC=C(C=C1)OC(F)F)=O